2-(4-chloro-phenyl)-4-phenyl-6-{4-(pyridin-3-yl)-phenyl}-benzoxazole ClC1=CC=C(C=C1)C=1OC2=C(N1)C(=CC(=C2)C2=CC=C(C=C2)C=2C=NC=CC2)C2=CC=CC=C2